tert-butyl N-[4-(morpholin-4-yl)pyridin-2-yl]-N-({2-[(1-oxo-5-phenyl-1,2-dihydro-2,7-naphthyridin-2-yl)methyl]imidazo[1,2-a]pyridin-6-yl}methyl)carbamate N1(CCOCC1)C1=CC(=NC=C1)N(C(OC(C)(C)C)=O)CC=1C=CC=2N(C1)C=C(N2)CN2C(C1=CN=CC(=C1C=C2)C2=CC=CC=C2)=O